N-(t-Butoxycarbonyl)-α-[2-(trimethylsilyl)ethyloxy]-γ-benzyl-L-glutamate C(C)(C)(C)OC(=O)N[C@@](CC(C(=O)[O-])CC1=CC=CC=C1)(C(=O)[O-])OCC[Si](C)(C)C